N-[8-fluoro-2-methylimidazo[1,2-a]pyridin-6-yl]-2-methyl-4-(piperazin-1-yl)-1-benzofuran-7-carboxamide FC=1C=2N(C=C(C1)NC(=O)C1=CC=C(C=3C=C(OC31)C)N3CCNCC3)C=C(N2)C